1-(5-fluoro-1-methyl-indol-6-yl)ethanone (rac)-tert-butyl-2-(5-ethyl-4-iodo-1-methyl-1H-pyrazol-3-yl)piperidine-1-carboxylate C(C)(C)(C)OC(=O)N1[C@H](CCCC1)C1=NN(C(=C1I)CC)C.FC=1C=C2C=CN(C2=CC1C(C)=O)C |r|